C1(=CC=CC=C1)C1CN(CCN1)C=O (3-phenylpiperazin-1-yl)methanone